4-chloro-1-(1-(4-(5-(difluoromethoxy)pyridin-3-yl)-1H-1,2,3-triazol-1-yl)ethyl)pyridin-2(1H)-one ClC1=CC(N(C=C1)C(C)N1N=NC(=C1)C=1C=NC=C(C1)OC(F)F)=O